3-[[4-(2,6-Dimethylphenyl)-6-[(2R)-4,4-dimethyl-2-(pyrimidin-2-ylmethylamino)pentoxy]pyrimidin-2-yl]sulfamoyl]benzoic acid CC1=C(C(=CC=C1)C)C1=NC(=NC(=C1)OC[C@@H](CC(C)(C)C)NCC1=NC=CC=N1)NS(=O)(=O)C=1C=C(C(=O)O)C=CC1